[Na+].C(CCCCCCCCC)C1=C(C=CC=C1)S(=O)(=O)[O-] decylbenzenesulfonic acid, sodium salt